N-(4-chloro-6-cyano-1-cyclobutyl-1H-indol-2-yl)-3,3-dimethylbutyramide ClC1=C2C=C(N(C2=CC(=C1)C#N)C1CCC1)NC(CC(C)(C)C)=O